8-(4-chlorophenyl)-3-[(4-methoxyphenyl)methyl]-2-{[(4-methoxyphenyl)methyl]sulfanyl}-4-oxopyrazolo[1,5-a][1,3,5]triazine-7-carbonitrile ClC1=CC=C(C=C1)C=1C(=NN2C1N=C(N(C2=O)CC2=CC=C(C=C2)OC)SCC2=CC=C(C=C2)OC)C#N